O(S(=O)(=O)O)[C@@H]1CC2C[C@@H]([C@H]3[C@@H]4CC[C@H]([C@@H](C=CC(=O)O)C)[C@]4(CC[C@@H]3[C@]2(CC1)C)C)C1[C@H](NC(C)=O)[C@@H](O)[C@H](O)[C@H](O1)CO 3β-sulfoxy-7β-N-acetylglucosaminyl-cholen-24-oic acid